3-iodo-1-(r-methyl-[1,4'-bipiperidin]-4-yl)-1H-pyrazolo[3,4-d]pyrimidin-4-amine IC1=NN(C2=NC=NC(=C21)N)C2C[C@H](N(CC2)C2CCNCC2)C